FC(C1=CC=C(C=N1)CNC(=O)C1NCCC1)(F)F N-((6-(trifluoromethyl)pyridin-3-yl)methyl)pyrrolidine-2-carboxamide